OCC1=C(N(C=2C(C=C(C(C12)=O)OC)=O)C)C 3-(Hydroxymethyl)-5-methoxy-1,2-dimethyl-1H-indole-4,7-dione